BrC1=CC=C(C=CCO)C=C1 p-bromocinnamyl alcohol